C1(CC1)N(C(=O)C=1C(=NNC1F)C(F)F)CC1=C(C=CC(=C1)C)CC N-cyclopropyl-3-(difluoromethyl)-N-(2-ethyl-5-methylbenzyl)-5-fluoro-1H-pyrazole-4-amide